BrC=1C=C(C=C(C1)SC1COC2=C1C=CC=C2)N2CCOCC2 4-(3-bromo-5-(2,3-dihydrobenzofuran-3-ylthio)phenyl)morpholine